rac-5-[4-amino-2-(N-(2-amino-1-methyl-2-oxo-ethyl)-4-fluoro-anilino)thiazole-5-carbonyl]-N-phenyl-isoxazole-3-carboxamide NC=1N=C(SC1C(=O)C1=CC(=NO1)C(=O)NC1=CC=CC=C1)N(C1=CC=C(C=C1)F)[C@@H](C(=O)N)C |r|